CC(CNC(=O)C1=NC(=CN=C1)O)(CC1=CC=CC=C1)C N-(2,2-dimethyl-3-phenylpropyl)-6-hydroxypyrazine-2-carboxamide